COC(CNC1=C(C=C(C=C1)CC(=O)OC)[N+](=O)[O-])=O 2-(4-(2-methoxy-2-oxoethyl)-2-nitrophenyl-amino)acetic acid methyl ester